Trans-2-(1-(2-fluoro-4-(trifluoromethyl)benzyl)-5-(4-(trifluoromethyl)phenyl)piperidin-3-yl)acetic acid FC1=C(CN2C[C@H](C[C@@H](C2)C2=CC=C(C=C2)C(F)(F)F)CC(=O)O)C=CC(=C1)C(F)(F)F